tert-Butyl (3R)-3-{3-[4-(difluoromethoxy)-2-(methoxymethoxy)-6-methylphenyl]-5-methyl-7H-pyrrolo[2,3-c]pyridazin-7-yl}piperidine-1-carboxylate FC(OC1=CC(=C(C(=C1)C)C1=CC2=C(N=N1)N(C=C2C)[C@H]2CN(CCC2)C(=O)OC(C)(C)C)OCOC)F